N-tert-butyl-1-(3,5-dichlorophenyl)-7-methoxy-N-methyl-8-(1H-pyrazol-4-yl)-1,4-dihydrochromeno[4,3-c]pyrazole-3-carboxamide C(C)(C)(C)N(C(=O)C=1C2=C(N(N1)C1=CC(=CC(=C1)Cl)Cl)C=1C=C(C(=CC1OC2)OC)C=2C=NNC2)C